1-(6-methoxy-2-(pyrrolidin-1-yl)-7-(3-(pyrrolidin-1-yl)prop-1-yn-1-yl)quinazolin-4-yl)piperidin-3-amine COC=1C=C2C(=NC(=NC2=CC1C#CCN1CCCC1)N1CCCC1)N1CC(CCC1)N